F[C@@H]\1[C@@H]2CC[C@H](C/C1=C\C=1N=NC(=CN1)C1=C(C=C(C=C1)N1N=C(N=N1)C)O)N2 2-(3-((E)-((1S,2S,5R)-2-fluoro-8-azabicyclo[3.2.1]octan-3-ylidene)methyl)-1,2,4-triazin-6-yl)-5-(5-methyl-2H-tetrazol-2-yl)phenol